(S)-2-(4-bromo-2-fluorophenoxy)valeric acid BrC1=CC(=C(O[C@H](C(=O)O)CCC)C=C1)F